C(#N)C=1C=C(C=CC1OC(C)C)C1=NC(=NO1)C1=CC=C(C2=CC=CC=C12)CN[C@H]1C[C@H](C1)C(=O)O (cis)-3-(((4-(5-(3-cyano-4-isopropoxyphenyl)-1,2,4-oxadiazol-3-yl)naphthalen-1-yl)methyl)amino)cyclobutane-1-carboxylic acid